C(CCCCC)N(CC(C(C(C(CO)O)O)O)O)CC#C 6-(hexyl(prop-2-yn-1-yl)amino)hexane-1,2,3,4,5-pentaol